2-BROMO-N-(5-BROMO-2-METHOXYPHENYL)ACETAMIDE BrCC(=O)NC1=C(C=CC(=C1)Br)OC